N[C@@H]1C2=CC=CC=C2CC12CCN(CC2)C=2NC(C1=C(N2)NN=C1C1(CC1)C=1C=NN(C1)CC1=CC=CC=C1)=O (S)-6-(1-amino-1,3-dihydrospiro[indene-2,4'-piperidine]-1'-yl)-3-(1-(1-benzyl-1H-pyrazol-4-yl)cyclopropyl)-1,5-dihydro-4H-pyrazolo[3,4-d]pyrimidin-4-one